[2-(5-ethylpyridin-2-yl)ethoxy]-6-methoxy-2-[3-trifluoromethyl-5-(2,2-dichloroacetamido)-benzyl]-3,4-dihydroisoquinolin-1(2H)-one C(C)C=1C=CC(=NC1)CCOC1N(C(C2=CC=C(C=C2C1)OC)=O)CC1=CC(=CC(=C1)NC(C(Cl)Cl)=O)C(F)(F)F